C1(CC1)N=C(C)C N-cyclopropyl-2-propanimine